N-(4-Chloro-3-fluorophenyl)-6-(1,6-diazaspiro[3.3]heptan-6-yl)pyrido[3,2-d]pyrimidin-4-amine ClC1=C(C=C(C=C1)NC=1C2=C(N=CN1)C=CC(=N2)N2CC1(CCN1)C2)F